(3R,4R)-4-((7-ethyl-5-fluoropyrrolo[2,1-f][1,2,4]triazin-2-yl)amino)-1-(methylsulfonyl)piperidin-3-ol C(C)C1=CC(=C2C=NC(=NN21)N[C@H]2[C@@H](CN(CC2)S(=O)(=O)C)O)F